(R)-N-(4-(3-(3,4-dichlorobenzyl)-6-((2-imino-3-methyl-2,3-dihydro-1H-imidazol-1-yl)methyl)-4-oxochroman-8-yl)pyridin-2-yl)acetamide ClC=1C=C(C[C@@H]2COC3=C(C=C(C=C3C2=O)CN2C(N(C=C2)C)=N)C2=CC(=NC=C2)NC(C)=O)C=CC1Cl